COC1=C(C=CC=C1)C1=C(C(=NC=2C=C(CCC12)C1=C(N=CS1)C)N1CC2(CN(C2)C(C=C)=O)CC1)C#N 4-(2-methoxyphenyl)-7-(4-methyl-1,3-thiazol-5-yl)-2-(2-(2-propenoyl)-2,6-diazaspiro[3.4]octan-6-yl)-5,6-dihydro-3-quinolinecarbonitrile